7-chloro-8-fluoro-2-(((2R,7aS)-2-fluorotetrahydro-1H-pyrrolizin-7a(5H)-yl)methoxy)pyrido[4,3-d]pyrimidin-4-ol ClC1=C(C=2N=C(N=C(C2C=N1)O)OC[C@]12CCCN2C[C@@H](C1)F)F